((S)-14-Amino-9-trifluoromethyl-8,16-diaza-tricyclo[13.3.1.02,7]nonadeca-1(19),2(7),3,5,15,17-hexaen-5-yl)-carbamic acid methyl ester COC(NC=1C=CC=2C=3C=CN=C(C(CCCC[C@H](NC2C1)C(F)(F)F)N)C3)=O